ClC=1C=C2C(=C(C(N(C2=NC1Cl)C=1C(=NC=NC1C(C)C)C(C)C)=O)C#N)O 6,7-dichloro-1-(4,6-diisopropylpyrimidin-5-yl)-4-hydroxy-2-oxo-1,2-dihydro-1,8-naphthyridine-3-carbonitrile